CC1=CC=C(COC2=C(C(=O)NC=3C=NC=CC3)C=CC=C2)C=C1 2-((4-methyl)benzyloxy)-N-(pyridin-3-yl)benzamide